3-benzyl-5-(2-hydroxyethyl)-4-methylthiazolium bromide [Br-].C(C1=CC=CC=C1)[N+]1=CSC(=C1C)CCO